2-chloro-6-methyl-N-{2-[2-(trifluoromethyl)phenyl]ethyl}benzene-1-sulfonamide ClC1=C(C(=CC=C1)C)S(=O)(=O)NCCC1=C(C=CC=C1)C(F)(F)F